[NH4+].P([O-])([O-])([O-])=S.[NH4+].[NH4+] phosphorothioate ammonium salt